N1=C(C=CC=C1)CCSCCCCCSCCC1=NC=CC=C1 2-[2-[5-[2-(2-pyridyl)ethylthio]pentylthio]ethyl]pyridine